C(C)(C)(C)OC(=O)N[C@H](CC1=C(C2=NSC(=C2S1)N(C(OC(C)(C)C)=O)CC=1SC=CC1)C(F)(F)F)C tert-butyl N-{5-[(2S)-2-[(tert-butoxycarbonyl)amino]propyl]-6-(trifluoromethyl)thieno[3,2-c][1,2]thiazol-3-yl}-N-(thiophen-2-ylmethyl)carbamate